C1=C(C=CC2=CC=CC=C12)SSC1=CC2=CC=CC=C2C=C1 β-naphthyl disulfide